[N+](=O)([O-])C1=CC=C(C(C2=CC=C(C=C2)[N+](=O)[O-])O)C=C1 4,4'-dinitrobenzhydrol